C(C1=CC=CC=C1)NC(=O)C=1N(C(N2C1CN(CC2)C(C2=CC(=C(C=C2)Br)Cl)=O)=O)C2=CC(=CC=C2)Cl N-benzyl-7-(4-bromo-3-chloro-benzoyl)-2-(3-chlorophenyl)-3-oxo-6,8-dihydro-5H-imidazo[1,5-a]pyrazine-1-carboxamide